CC=1OC2=C(C1)C(=CC=C2)[C@@H](C)NC(OC2=CC=C(C=C2)[N+](=O)[O-])=O 4-nitrophenyl (R)-(1-(2-methylbenzofuran-4-yl)ethyl)carbamate